COC1=CC=C(C=C1)C1=C(NC=2N(C1=O)N=C(C2N2CC1(CC1)CC2)C2=CC=CC=C2)C 6-(4-methoxyphenyl)-5-methyl-2-phenyl-3-(5-azaspiro[2.4]hept-5-yl)pyrazolo[1,5-a]pyrimidin-7(4H)-one